C(CCCCCCCC)N1CC(CCC1)C(=O)O N-n-nonyl-3-piperidinecarboxylic acid